N6-(4-methylpiperazine-1-carbonyl)-L-lysine CN1CCN(CC1)C(=O)NCCCC[C@H](N)C(=O)O